5,5',5''-(benzene-1,3,5-triyl)tris(pyridine-2-carbaldehyde) C1(=CC(=CC(=C1)C=1C=CC(=NC1)C=O)C=1C=CC(=NC1)C=O)C=1C=CC(=NC1)C=O